3-methoxy-4-[(3-{4-[(oxan-4-yl)amino]-1-(2,2,2-trifluoroethyl)-1H-indol-2-yl}prop-2-yn-1-yl)amino]benzoic acid COC=1C=C(C(=O)O)C=CC1NCC#CC=1N(C2=CC=CC(=C2C1)NC1CCOCC1)CC(F)(F)F